7-(3,4-dimethoxyphenyl)-N-(4-fluorophenyl)pyrazolo[1,5-a]pyrimidine COC=1C=C(C=CC1OC)C1=CC=NC=2N1N(CC2)C2=CC=C(C=C2)F